methyl 2-(2-bromo-phenyl)-2-hydroxy-propionate BrC1=C(C=CC=C1)C(C(=O)OC)(C)O